1-(4-fluorophenyl)-5-hydroxy-2-[(E)-prop-1-enyl]Indole-3-carbonitrile FC1=CC=C(C=C1)N1C(=C(C2=CC(=CC=C12)O)C#N)\C=C\C